2,6-diamino-s-triazine NC1=NC(=NC=N1)N